C(OCC1CC(C1)(F)F)(OC1=CC=C(C=C1)[N+](=O)[O-])=O (3,3-difluorocyclobutyl)methyl (4-nitrophenyl) carbonate